CC1=C(C=CC(=C1)C)SC1=C(C=CC=C1)O 2-(2,4-dimethylphenylsulfanyl)phenol